OCC1=CC=C(C=C1)NC([C@H](CCCNC(=O)N)NC([C@@H](C(C)C)NC(OCC1C2=CC=CC=C2C=2C=CC=CC12)=O)=O)=O (9H-fluoren-9-yl)methyl ((R)-1-(((S)-1-((4-(hydroxymethyl)phenyl)amino)-1-oxo-5-ureidopentan-2-yl)amino)-3-methyl-1-oxobutan-2-yl)carbamate